BrC1=CC=C(C=C1)C=1C(=NC2=CC(=C(C=C2C1Cl)F)OC)C 3-(4-bromophenyl)-4-chloro-6-fluoro-7-methoxy-2-methylquinoline